C(C)C=1C=C(C=C2C=NC(=NC12)N[C@@H]1CNCCC1)C1=CC=C2C(=NC=NN21)NS(=O)(=O)C2CCCC2 (S)-N-(7-(8-ethyl-2-(piperidin-3-ylamino)quinazolin-6-yl)pyrrolo[2,1-f][1,2,4]triazin-4-yl)cyclopentanesulfonamide